2-amino-3-benzyloxypropionic acid NC(C(=O)O)COCC1=CC=CC=C1